N-(4-(4-((1R,5S)-3,8-diazabicyclo[3.2.1]octan-3-yl)-8-fluoro-2-((tetrahydro-1H-pyrrolizin-7a(5H)-yl)methoxy)pyrido[4,3-d]pyrimidin-7-yl)naphthalen-2-yl)methanesulfonamide [C@H]12CN(C[C@H](CC1)N2)C=2C1=C(N=C(N2)OCC23CCCN3CCC2)C(=C(N=C1)C1=CC(=CC2=CC=CC=C12)NS(=O)(=O)C)F